2-((((9H-Fluoren-9-yl)methoxy)carbonyl)(methyl)amino)-3-(3-fluoro-4-methoxyphenyl)propanoic acid C1=CC=CC=2C3=CC=CC=C3C(C12)COC(=O)N(C(C(=O)O)CC1=CC(=C(C=C1)OC)F)C